(aminomethyl)pyridineal NCC=1C(=NC=CC1)C=O